CN(C(=O)[C@H]1N(C([C@H]2[C@@H]1CCC2)=O)C2=NC(=CC(=C2)C(F)(F)F)C)C=2C=C(C=CC2)C (1S,3aR,6aS)-N-methyl-2-(6-methyl-4-(trifluoromethyl)pyridin-2-yl)-3-oxo-N-(m-tolyl)octahydrocyclopenta[c]pyrrole-1-carboxamide